4-(3-Fluorophenyl)-2-(3-methylphenyl)-1H-imidazole FC=1C=C(C=CC1)C=1N=C(NC1)C1=CC(=CC=C1)C